C(C)(=O)C=1C(=CC(N(C1)C1(CC1)C)=O)NC(OC(C)(C)C)=O tert-butyl (5-acetyl-1-(1-methylcyclopropyl)-2-oxo-1,2-dihydropyridin-4-yl)carbamate